C(C1=CC=CC=C1)OCCOCCOCCOS(=O)(=O)C1=CC=C(C=C1)C 4-methylbenzenesulfonic acid 2-[2-(2-benzyloxyethoxy) ethoxy]Ethyl ester